C(C)(C)(C)OC(=O)N1C[C@H](N(CC1)C1=C(C(=C(C=C1)F)Cl)Cl)C (R)-4-(2,3-dichloro-4-fluorophenyl)-3-methylpiperazine-1-carboxylic acid tert-butyl ester